ClC1=C(OC2=CC=NC3=CC(=C(C=C23)OC)OCCC(=O)O)C=CC=C1NC(=O)C1(CC1)C(NC1=CC=C(C=C1)F)=O 3-[[4-[2-chloro-[[1-[(4-fluorophenyl)carbamoyl]cyclopropanecarbonyl]amino]phenoxy]-6-methoxy-7-quinolyl]oxy]propionic acid